5-(2-fluoro-4-(3-hydroxy-3-methylbutoxy)phenyl)-7-phenyl-3,7-dihydro-4H-pyrrolo[2,3-d]Pyrimidin-4-one FC1=C(C=CC(=C1)OCCC(C)(C)O)C1=CN(C=2N=CNC(C21)=O)C2=CC=CC=C2